nickel cobalt ruthenium [Ru].[Co].[Ni]